2,5-dioxopyrrolidin-1-ylpent-4-enoate O=C1N(C(CC1)=O)C(C(=O)[O-])CC=C